diphenyl-(6-fluoro-4-difluoromethyl-quinolin-2-yl)phosphorus C1(=CC=CC=C1)P(C1=NC2=CC=C(C=C2C(=C1)C(F)F)F)C1=CC=CC=C1